6-methyl-2,4,5-pyridinetricarboxylic acid CC1=C(C(=CC(=N1)C(=O)O)C(=O)O)C(=O)O